FC=1C=C(C=C(C1)F)C1=CC=C2C=NC(=NN21)NC=2C=CC(=NC2)N2CCN(CC2)CCCCCOC2=C1C(N(C(C1=CC=C2)=O)C2C(NC(CC2)=O)=O)=O 4-((5-(4-(5-((7-(3,5-difluorophenyl)pyrrolo[2,1-f][1,2,4]triazine-2-yl)amino)pyridin-2-yl)piperazin-1-yl)pentyl)oxy)-2-(2,6-dioxopiperidin-3-yl)isoindolin-1,3-dione